naphthylphenyl-(phenanthrenyl)benzophenanthrene C1(=CC=CC2=CC=CC=C12)C1=C(C(=C2C=3C=CC=CC3C3=C(C2=C1)C=CC=C3)C3=CC=CC=1C2=CC=CC=C2C=CC31)C3=CC=CC=C3